1-((1s,3s)-3-((4-methoxy-5-(quinoxalin-6-yl)-7H-pyrrolo[2,3-d]pyrimidin-2-yl)amino)-1-methylcyclobutyl)pyrrolidin-2-one COC=1C2=C(N=C(N1)NC1CC(C1)(C)N1C(CCC1)=O)NC=C2C=2C=C1N=CC=NC1=CC2